FC(OC1=CC=C(C=C1)N=C=O)(F)F 4-(trifluoromethoxy)phenylisocyanate